OCCC=1C(=O)NC(C1)=O 2-Hydroxyethylmaleimide